N-(6-(Tert-butyl)-10-chloro-9-(3-methoxypropoxy)-2-oxo-6,7-dihydro-2H-pyrido[2,1-a]isoquinolin-3-yl)-1,1,1-trifluoromethanesulfonamide C(C)(C)(C)C1N2C(C3=CC(=C(C=C3C1)OCCCOC)Cl)=CC(C(=C2)NS(=O)(=O)C(F)(F)F)=O